FC1=C(C(=O)C2=CNC3=NC=C(C=C32)C3=CC=C(C=C3)C3(CC3)C(=O)O)C=CC=C1NS(=O)(=O)N1CCCC1 1-[4-[3-[2-fluoro-3-(pyrrolidin-1-ylsulfonylamino)benzoyl]-1H-pyrrolo[2,3-b]pyridin-5-yl]phenyl]cyclopropanecarboxylic acid